5'-methoxy-6-methyl-[4,4'-bipyridine]-3-carboxamide COC=1C(=CC=NC1)C1=C(C=NC(=C1)C)C(=O)N